F[C@H]1CN(C[C@H]([C@H]1O)OC)C1=NC=CC(=N1)NC=1N=CC2=C(C=CC(=C2C1)C(C)C)N1[C@@H]([C@H](C1)CS(=O)(=O)C)C (3S,4R,5R)-3-fluoro-1-[4-({8-[(2R,3S)-3-(methanesulfonylmeth-yl)-2-methylazetidin-1-yl]-5-(propan-2-yl)isoquinolin-3-yl}amino)pyrimidin-2-yl]-5-methoxypiperidin-4-ol